F[B-](CCNC(OC(C)(C)C)=O)(F)F.[K+] Potassium tert-butyl N-[2-(trifluoroboraneUIDYL)ethyl]carbamate